3-(2-Hydroxyethoxy)propylamin OCCOCCCN